NC=1N=C(SC1C(=O)C1=CC=C(OCC(=O)NC2=CC=C(C(=O)N)C=C2)C=C1)N(C1=CC=C(C=C1)F)[C@@H](C(=O)N)C |r| rac-4-[[2-[4-[4-amino-2-(N-[2-amino-1-methyl-2-oxo-ethyl]-4-fluoro-anilino)thiazole-5-carbonyl]phenoxy]acetyl]amino]benzamide